4-(trifluoromethoxy)cyclohexanone FC(OC1CCC(CC1)=O)(F)F